2-(7-bromo-1,3-dihydroisobenzofuran-4-yl)acetonitrile BrC=1C=CC(=C2COCC12)CC#N